2,4-dihydroxy-1,3,5-benzenetricarboxaldehyde OC1=C(C=C(C(=C1C=O)O)C=O)C=O